CC1=C(C=C(C=N1)NC(C[C@H]1N(CCC1)C)=O)[N+](=O)[O-] (S)-N-(6-methyl-5-nitropyridin-3-yl)-2-(1-methylpyrrolidin-2-yl)acetamide